(S)-2-(tert-butoxycarbonyl)-7-hydroxy-1,2,3,4-tetrahydroisoquinoline-3-carboxylic acid C(C)(C)(C)OC(=O)N1CC2=CC(=CC=C2C[C@H]1C(=O)O)O